FC(OC1=CC=C(C=C1)C1(CC1)C(=O)N1[C@@H](COCC1)C(=O)OC)(F)F Methyl (3S)-4-[1-[4-(trifluoromethoxy)phenyl]cyclopropanecarbonyl]morpholine-3-carboxylate